2-methyl-5-(3-methoxyphenyl)-N-(3-((4-methylpiperazin-1-yl)methyl)-1,2,4-thiadiazol-5-yl)thiophene-3-carboxamide CC=1SC(=CC1C(=O)NC1=NC(=NS1)CN1CCN(CC1)C)C1=CC(=CC=C1)OC